zinc (I) bromide [Br-].[Zn+]